C(C)(C)(C)OC(=O)N1[C@@H](C[C@H](C1)NS(=O)(=O)C1=CC(=CC=C1)OC(F)(F)F)NC=O (2S,4R)-2-formylamino-4-((3-(trifluoromethoxy)phenyl)sulfonylamino)pyrrolidine-1-carboxylic acid tert-butyl ester